(+)-N-(2-cyclopropyl-2-(5-fluoro-6-(4-fluorophenyl)-4-(2-hydroxypropan-2-yl)pyridin-2-yl)-2-hydroxyEthyl-1,1-d2)-8-methoxy-3-methylcinnoline-6-carboxamide C1(CC1)C(C([2H])([2H])NC(=O)C=1C=C2C=C(N=NC2=C(C1)OC)C)(O)C1=NC(=C(C(=C1)C(C)(C)O)F)C1=CC=C(C=C1)F